2-chloro-4-hydroxy-5-phenyl-7H-thieno[2,3-b]pyridin-6-one ClC1=CC2=C(NC(C(=C2O)C2=CC=CC=C2)=O)S1